N1(C=NC=C1)C1=CC=CC(=N1)C(=O)NC1=CC=NC=C1 6-(1H-imidazol-1-yl)-N-(pyridin-4-yl)picolinamide